FC=1C(=C2C(=NC(=NN2C1)N[C@H]1[C@H](CN(CC1)C1COC1)F)OC)C=1C=CC2=C(N(N=N2)CCCF)C1 6-fluoro-N-((3S,4R)-3-fluoro-1-(oxetan-3-yl)piperidin-4-yl)-5-(1-(3-fluoropropyl)-1H-benzo[d][1,2,3]triazol-6-yl)-4-methoxypyrrolo[2,1-f][1,2,4]triazin-2-amine